d-3-hydroxyglutarate OC(CC(=O)[O-])CC(=O)[O-]